2-[(4-bromo-3-methoxy-phenyl)methylsulfanyl]acetic acid BrC1=C(C=C(C=C1)CSCC(=O)O)OC